CN1C2=C(C(=O)NC1=O)N(C(=N2)N3CCOCC3)CC(COC4=CC=CC5=CC=CC=C54)O The molecule is a member of the class of oxopurines that is 3-methyl-8-(morpholin-4-yl)-3,7-dihydropurine-2,6-dione bearing an additional 2-hydroxy-3-[(naphthalen-1-yl)oxy]propyl substituent at position 7. It is a member of morpholines, an alkyloxynaphthalene, a secondary alcohol and an oxopurine.